Cyclopentyl (2S,4E)-2-amino-5-{3-[4-carbamoyl-5-(carbamoylamino)-2-thienyl]-phenyl}pent-4-enoate N[C@H](C(=O)OC1CCCC1)C\C=C\C1=CC(=CC=C1)C=1SC(=C(C1)C(N)=O)NC(N)=O